diphenyl[4-(phenylthio)phenyl]sulfonium hexafluoroantimonate salt F[Sb-](F)(F)(F)(F)F.C1(=CC=CC=C1)[S+](C1=CC=C(C=C1)SC1=CC=CC=C1)C1=CC=CC=C1